N-(5-((3-imino-3-(isopropylamino)propyl)carbamoyl)-1-methyl-1H-pyrrol-3-yl)-1-methyl-1H-pyrrole-2-carboxamide N=C(CCNC(=O)C1=CC(=CN1C)NC(=O)C=1N(C=CC1)C)NC(C)C